C(C)OC(CCC(=O)C1=NC(=CC=C1O)CC1=C(C=C(C=C1Cl)C(F)(F)F)Cl)=O 4-[6-(2,6-Dichloro-4-trifluoromethyl-benzyl)-3-hydroxy-pyridin-2-yl]-4-oxo-butyric acid ethyl ester